COC1=CC(=CC2=C1OCO2)C=C(C(=O)O)C(=O)O ((7-methoxybenzo[d][1,3]dioxol-5-yl)methylene)malonic acid